CC1(C2=CC=CC=C2C=2C=CC(=CC12)N(C1=CC=C(C2=CC=C(N(C3=CC=CC=C3)C3=CC=4C(C5=CC=CC=C5C4C=C3)(C)C)C=C2)C=C1)C1=CC=CC=C1)C bis(9,9-dimethyl-fluoren-2-yl)-N,N'-diphenylbenzidine